4-(2-Chlorophenyl)-5-methyl-2-(3-thienylmethyl)imidazole tri(beta-chloropropyl)phosphate ClC(COP(=O)(OCC(C)Cl)OCC(C)Cl)C.ClC1=C(C=CC=C1)C=1N=C(NC1C)CC1=CSC=C1